COC(=O)C1=C(C=NN1C)N1C(=C(C(C2=CC(=CC=C12)F)=C=O)Br)CBr 4-(3-bromo-2-(bromomethyl)-6-fluoro-4-carbonylquinolin-1(4H)-yl)-1-methyl-1H-pyrazole-5-carboxylic acid methyl ester